2,6-di(9H-carbazol-9-yl)-4-(2,2'',6,6''-tetraphenyl-[4,2':6',4''-terpyridin]-4'-yl)benzonitrile C1=CC=CC=2C3=CC=CC=C3N(C12)C1=C(C#N)C(=CC(=C1)C1=CC(=NC(=C1)C1=CC(=NC(=C1)C1=CC=CC=C1)C1=CC=CC=C1)C1=CC(=NC(=C1)C1=CC=CC=C1)C1=CC=CC=C1)N1C2=CC=CC=C2C=2C=CC=CC12